OC(CN1C[C@@H]2[C@H](C1)CC(C2)SC2=CC=CC=C2)C2=CC=C(C=C2)O rac-4-(1-hydroxy-2-((3aR,5s,6aS)-5-(phenylthio)hexahydrocyclopenta[c]pyrrol-2(1H)-yl)ethyl)phenol